OC1=CC=C(C=C1)C1=CC=C(C=C1)B1OC(C)(C)C(C)(C)O1 4-(4-hydroxyphenyl)phenylboronic acid pinacol ester